3-(di-tert-butylfluorosilyl)benzoic acid C(C)(C)(C)[Si](C=1C=C(C(=O)O)C=CC1)(F)C(C)(C)C